4-(4'-tert-butylbenzenesulfonyl)-2,5-bis(trifluoromethyl)oxazole C(C)(C)(C)C1=CC=C(C=C1)S(=O)(=O)C=1N=C(OC1C(F)(F)F)C(F)(F)F